2-glycidoxypropyltriethoxysilane C(C1CO1)OC(C[Si](OCC)(OCC)OCC)C